C1(CCCCC1)NCC 2-Cyclohexylamino-ethan